ClC1=CC(=C(C=C1)C1(OC2=C(O1)C=CC=C2CN2CCCCC2)C)F ((2-(4-chloro-2-fluorophenyl)-2-methylbenzo[d][1,3]dioxol-4-yl)methyl)piperidine